5-(2-methyl-1H-imidazol-1-yl)phenol CC=1N(C=CN1)C=1C=CC=C(C1)O